C(C)OP(OCC)(=O)CC=1N=CN(C1)CC1=CC=C(C=C1)OC diethyl((1-(4-methoxybenzyl)-1H-imidazol-4-yl)methyl)phosphonate